N-acetyl-5-hydroxytryptamine oxygen [O].C(C)(=O)NCCC1=CNC2=CC=C(C=C12)O